2-((4-Chlorophenyl)amino)-4-((2-methoxy-3-(1-methyl-1H-1,2,4-triazol-3-yl)phenyl)amino)-N-(methyl-d3)pyrimidine-5-carboxamide ClC1=CC=C(C=C1)NC1=NC=C(C(=N1)NC1=C(C(=CC=C1)C1=NN(C=N1)C)OC)C(=O)NC([2H])([2H])[2H]